2-(2-(3-cyano-4-oxo-1-(1-(6-(trifluoromethyl)pyridin-3-yl)ethyl)-4,5-dihydro-1H-pyrazolo[3,4-d]pyrimidin-6-yl)cyclobutyl)pyridine 1-oxide C(#N)C1=NN(C=2N=C(NC(C21)=O)C2C(CC2)C2=[N+](C=CC=C2)[O-])C(C)C=2C=NC(=CC2)C(F)(F)F